C1(CCCCCCC1)C(NC(=O)C=1N(N=CC1)C)C1=NC2=C(N1)C=CC(=C2F)C(C)C2=CC=NC=C2 N-(Cyclooctyl{4-fluoro-5-[1-(pyridin-4-yl)ethyl]-1H-benzimidazol-2-yl}methyl)-2-methylpyrazole-3-carboxamide